11-azatricyclo[6.2.1.02,7]Undecane-2,4,6,9-tetraene hydrochloride Cl.C12C3=CC=CC=C3C(C=C1)N2